5-methyl-1H-benzotriazol CC1=CC2=C(NN=N2)C=C1